benzo[d][1,3]oxathiolane 3,3-dioxide O1CS(C2=C1C=CC=C2)(=O)=O